(R)-1'-(5-Amino-1-(2-(difluoromethoxy)-3-fluorophenyl)-1H-pyrazole-4-carbonyl)-6-chloro-5-fluorospiro[benzo[d][1,3]oxazine-4,3'-piperidin]-2(1H)-one NC1=C(C=NN1C1=C(C(=CC=C1)F)OC(F)F)C(=O)N1C[C@@]2(CCC1)C1=C(NC(O2)=O)C=CC(=C1F)Cl